(2E)-2-{[4-(oxetan-3-yl)piperazin-1-yl]methyl}but-2-enoic acid O1CC(C1)N1CCN(CC1)C/C(/C(=O)O)=C\C